1-(β-D-ribofuranosyl)-1,5-dihydro-4H-imidazo[4,5-c]pyridin-4-one [C@@H]1([C@H](O)[C@H](O)[C@H](O1)CO)N1C=NC=2C(NC=CC21)=O